(E)-3-(4-methylstyryl)-5,5-dimethylcyclohex-2-en-1-one CC1=CC=C(/C=C/C2=CC(CC(C2)(C)C)=O)C=C1